COC=1C=C2C(=CC=NC2=CC1OC)N1CCC(CC1)C1(CC1)CN (1-(1-(6,7-dimethoxyquinolin-4-yl)piperidin-4-yl)cyclopropyl)methylamine